NC=1C=C(C=CC1)C1=C(OC(=C1)[N+](=O)[O-])C(=O)N (3-aminophenyl)-5-nitrofuran-2-carboxamide